C(C)(C)(C)OC(=O)NC1=C(C2=C(S1)C(=CC=C2C2=C(C=C1C(=NC(=NC1=C2F)F)N2CC1CCC(C2)N1C(=O)OC(C)(C)C)C(F)(F)F)F)I tert-butyl 3-(7-(2-((tert-butoxy carbonyl)amino)-7-fluoro-3-iodobenzo[b]thiophen-4-yl)-2,8-difluoro-6-(trifluoro methyl)quinazolin-4-yl)-3,8-diazabicyclo[3.2.1]octane-8-carboxylate